diethyl 2-((3-nitropyridin-2-yl)methylene)malonate [N+](=O)([O-])C=1C(=NC=CC1)C=C(C(=O)OCC)C(=O)OCC